C(C)OC(C(C)(C)OC1=C(C=C(C=C1)CN1N=CN(C1=O)C1=CC=C(C=C1)Cl)C)=O 2-(4-((4-(4-chlorophenyl)-5-oxo-4,5-dihydro-1H-1,2,4-triazol-1-yl)methyl)-2-methylphenoxy)-2-methylpropanoic acid ethyl ester